N,N,N,N-tetraethylammonium C(C)[N+](CC)(CC)CC